ClC1=C(C2=C(C=3C=NC(=NC13)N1C[C@@H](CC1)N1CCN(CC1)C)COC2)C2=NC=C(C1=C2C(=C(S1)NC(OC(C)(C)C)=O)C#N)F tert-Butyl (4-(5-chloro-3-((R)-3-(4-methylpiperazin-1-yl)pyrrolidin-1-yl)-7,9-dihydrofuro[3,4-f]quinazolin-6-yl)-3-cyano-7-fluorothieno[3,2-c]pyridin-2-yl)carbamate